N-(4-((2-(6-(phenylethynyl)quinazolin-4-yl)-2,7-diazaspiro[3.5]nonan-7-yl)methyl)phenyl)ethanesulfonamide C1(=CC=CC=C1)C#CC=1C=C2C(=NC=NC2=CC1)N1CC2(C1)CCN(CC2)CC2=CC=C(C=C2)NS(=O)(=O)CC